FC(CC[Si](Cl)(Cl)C)(F)F 3,3,3-trifluoropropylmethyldichlorosilane